1-(para-chlorosulfonylphenyl)-3-methyl-5-methylsulfonyl-1H-pyrazolo[4,3-e][1,2,4]triazine ClS(=O)(=O)C1=CC=C(C=C1)N1N=C(C=2N=C(N=NC21)S(=O)(=O)C)C